FC(C1=CC=C(C=C1)C1C(CCCC1)=O)(F)F 2-(4-(trifluoromethyl)phenyl)cyclohexane-1-one